2-Fluoro-5-(6-(1-(methylsulfonyl)-1,2,3,6-tetrahydropyridin-4-yl)-1H-pyrazolo[4,3-c]pyridin-3-yl)-3-(trifluoromethyl)phenol FC1=C(C=C(C=C1C(F)(F)F)C1=NNC2=C1C=NC(=C2)C=2CCN(CC2)S(=O)(=O)C)O